C(C=CC1=CC=CC=C1)(=O)OCC=CC1=CC=CC=C1 Cinnamic acid, cinnamyl ester